3-chloro-N-(5-chloro-4-((4-chlorophenyl)(cyano)methyl)-2-methylphenyl)benzamide ClC=1C=C(C(=O)NC2=C(C=C(C(=C2)Cl)C(C#N)C2=CC=C(C=C2)Cl)C)C=CC1